ClC=1N=C(C2=CC(=CC=C2C1)F)OC 3-chloro-7-fluoro-1-methoxyisoquinoline